Cl.CN1C2(CCC2)CN(C1=O)C1CNCCC1 5-methyl-7-(piperidin-3-yl)-5,7-diazaspiro[3.4]octane-6-one hydrochloride